pivalamidine hydrochloride Cl.C(C(C)(C)C)(=N)N